C(C)(C)(C)NC=1N=C(C=C2C=C(C=NC12)C(F)(F)F)C#N 8-(tert-butylamino)-3-(trifluoromethyl)-1,7-naphthyridine-6-carbonitrile